5-[4-([[(2R,3S)-3-[(tert-butoxycarbonyl)amino]-5-(methylcarbamoyl)pentan-2-yl]oxy]methyl)phenyl]pentanoic acid C(C)(C)(C)OC(=O)N[C@H]([C@@H](C)OCC1=CC=C(C=C1)CCCCC(=O)O)CCC(NC)=O